N1(C=NC=C1)C1=CC(=CC(=N1)C(=O)NC1=CC=NC=C1)C(F)(F)F 6-(1H-imidazol-1-yl)-N-(pyridin-4-yl)-4-(trifluoromethyl)pyridinecarboxamide